1-(2-aminoethyl)adamantane NCCC12CC3CC(CC(C1)C3)C2